BrC1=CC(=C(C(=C1)C)N1N=C2N=C(NC(C2=C1)=O)C1OCCOCC1)C 2-(4-bromo-2,6-dimethylphenyl)-6-(1,4-dioxepan-5-yl)-2,5-dihydro-4H-pyrazolo[3,4-d]pyrimidin-4-one